((1R,4R)-4-((5-bromo-2-chloropyrimidin-4-yl)amino)cyclohexyl)carbamic acid tert-butyl ester C(C)(C)(C)OC(NC1CCC(CC1)NC1=NC(=NC=C1Br)Cl)=O